1-benzyl-4-imino-1,4-dihydropyridin-3-amine HBr Br.C(C1=CC=CC=C1)N1C=C(C(C=C1)=N)N